benzyl 4-(5,6,7,8-tetrahydro-4H-pyrazolo[1,5-a][1,4]diazepine-2-carbonyl)piperazine-1-carboxylate N1=C(C=C2N1CCCNC2)C(=O)N2CCN(CC2)C(=O)OCC2=CC=CC=C2